6-Cyclopropyl-N-[5-(5-cyclopropyl-4H-1,2,4-triazol-3-yl)-4-fluoro-2-methylphenyl]pyrazolo[1,5-a]pyridine-3-carboxamide C1(CC1)C=1C=CC=2N(C1)N=CC2C(=O)NC2=C(C=C(C(=C2)C2=NN=C(N2)C2CC2)F)C